Oxorhenium O=[Re]